ClC=1C=C(C=NC1N1N=CC=N1)N1C(C=C2N1C1=C(C=N2)CCC1(C)C)F N-(5-chloro-6-(2H-1,2,3-triazol-2-yl)pyridin-3-yl)-2-fluoro-8,8-dimethyl-7,8-dihydro-6H-cyclopenta[e]pyrazolo[1,5-a]pyrimidine